BrC=1C=CC(=NC1)CNC(C(=O)OC)=O Methyl 2-(((5-bromopyridin-2-yl)methyl)amino)-2-oxoacetate